2-(3-Fluorocyclobutyl)-5-(trifluoromethyl)imidazo[4,5-b]pyridin FC1CC(C1)C=1NC=2C(=NC(=CC2)C(F)(F)F)N1